C(C=C)(=O)N1C[C@H](C[C@@H]1COC)N1N=C(C(=C1NC)C(=O)N)C#CC1=C(C2=C(N(C(=N2)C)C)C=C1F)F 1-((3s,5r)-1-propenoyl-5-(methoxymethyl)pyrrolidin-3-yl)-3-((4,6-difluoro-1,2-dimethyl-1H-benzo[d]imidazol-5-yl)ethynyl)-5-(methylamino)-1H-pyrazole-4-carboxamide